N2-Isopropyl-5-(2-isopropyl-4,5-dimethoxy-benzyl)-N4-phenyl-pyrimidine-2,4-diamine C(C)(C)NC1=NC=C(C(=N1)NC1=CC=CC=C1)CC1=C(C=C(C(=C1)OC)OC)C(C)C